NCC(CO)(O)C 3-amino-2-methylpropane-1,2-diol